COCC1=NN=C(S1)NC(O[C@H]1[C@H](NC[C@@H]1O)CC1=CC=C(C=C1)OC)=O (2R,3S,4S)-4-hydroxy-2-[(4-methoxyphenyl)methyl]pyrrolidin-3-yl N-[5-(methoxymethyl)-1,3,4-thiadiazol-2-yl]carbamate